ClC1=NC=C(C(=C1)C1=C(C=NC(=C1)C)C(=O)NC=1SC(=NN1)CCC1=CC=C(C=C1)C#N)OC 2'-chloro-N-(5-(4-cyanophenethyl)-1,3,4-thiadiazol-2-yl)-5'-methoxy-6-methyl-[4,4'-bipyridine]-3-carboxamide